ClCC1=CC=C(C=C1)N1C(=NC=2C1=NC(=CC2)C#C)C=2C(=NC=CC2)N 3-(3-(4-(chloromethyl)phenyl)-5-ethynyl-3H-imidazo[4,5-b]pyridin-2-yl)pyridin-2-amine